C(=O)C1=CNC2=NC=C(C(=C21)C)C(=O)O 3-FORMYL-4-METHYL-1H-PYRROLO[2,3-B]PYRIDINE-5-CARBOXYLIC ACID